[Na].[Na].C(CCSSCCCS(=O)(=O)O)S(=O)(=O)O 3,3'-dithiobis(1-propanesulfonic acid) disodium